benzocyclotetradecane C1=CC=CC2=C1CCCCCCCCCCCC2